2-[4-[[5-isopropoxy-2-(2H-tetrazol-5-yl)phenyl]methyl]piperazin-1-yl]-1,3-benzothiazole C(C)(C)OC=1C=CC(=C(C1)CN1CCN(CC1)C=1SC2=C(N1)C=CC=C2)C=2N=NNN2